5-Methyl-N4-(3-[N-(cyclopropyl)sulfamoyl]phenyl)-N2-[4-(4-methylpiperazin-1-yl)phenyl]pyrimidine-2,4-diamine CC=1C(=NC(=NC1)NC1=CC=C(C=C1)N1CCN(CC1)C)NC1=CC(=CC=C1)S(NC1CC1)(=O)=O